1-[6-chloro-2-(3-chloro-5-methyl-pyrazol-1-yl)-3-pyridyl]ethanone ClC1=CC=C(C(=N1)N1N=C(C=C1C)Cl)C(C)=O